(5-bromo-7-(1-((tert-butyldimethylsilyl)oxy)-2,2,2-trifluoroethyl)benzofuran-3-yl)methanol BrC=1C=C(C2=C(C(=CO2)CO)C1)C(C(F)(F)F)O[Si](C)(C)C(C)(C)C